isocyanate compound with tetrahydrofuran O1CCCC1.[N-]=C=O